4-Methyl-N-{(1S)-1-(4-methylcyclohexyl)-2-oxo-2-[(2-oxospiro[1H-pyrrolo[3,2-c]pyridine-3,4'-oxane]-6-yl)amino]ethyl}-isoxazole-5-carboxamide CC=1C=NOC1C(=O)N[C@H](C(NC1=CC2=C(C=N1)C1(CCOCC1)C(N2)=O)=O)C2CCC(CC2)C